FC(OC1=CC=C(C=C1)C=1C2=C(N=C(N1)CN)C=CO2)(F)F [4-[4-(trifluoromethoxy)phenyl]furo[3,2-d]pyrimidin-2-yl]methanamine